ClC=1C=C(C=CC1)C(CN1N=C(C(=C1C(=O)OCC)C1CC1)C(=O)OCC)=O Diethyl 1-[2-(3-chlorophenyl)-2-oxoethyl]-4-cyclopropyl-1H-pyrazole-3,5-dicarboxylate